O=C(CCCCCCCC(=O)O[C@H]1[C@]2(CC[C@@H](C1)C2(C)C)C)CCCCCCCC(=O)O[C@H]2[C@]1(CC[C@@H](C2)C1(C)C)C bis((1S,2R,4S)-1,7,7-trimethylbicyclo[2.2.1]heptan-2-yl) 9-oxoheptadecanedioate